3-methyl-thiazolidinethione CN1C(SCC1)=S